5-[2-[6-Oxo-5-(trifluoromethyl)-1-[[2-(trimethylsilyl)ethoxy]methyl]-1,6-dihydropyridazin-4-yl]-2,3-dihydro-1H-isoindol-1-yl]oxolan O=C1C(=C(C=NN1COCC[Si](C)(C)C)N1C(C2=CC=CC=C2C1)C1CCCO1)C(F)(F)F